triphenylphosphine diacetate C(C)(=O)O.C(C)(=O)O.C1(=CC=CC=C1)P(C1=CC=CC=C1)C1=CC=CC=C1